8-bromo-7-(bromomethyl)-2-chloroquinazoline BrC=1C(=CC=C2C=NC(=NC12)Cl)CBr